7-(5-(5-((1R,4R)-2-oxa-5-azabicyclo[2.2.1]hept-5-yl)-1,3,4-thiadiazol-2-yl)-4-(isopropylamino)pyridin-2-yl)pyrrolo[1,2-b]pyridazine-3-carbonitrile [C@H]12OC[C@H](N(C1)C1=NN=C(S1)C=1C(=CC(=NC1)C1=CC=C3N1N=CC(=C3)C#N)NC(C)C)C2